(4-aminophenyl)-thiophosphate NC1=CC=C(C=C1)OP(=S)([O-])[O-]